methyl (E)-3-(3-(N-((4-(2-methylbenzo[d]thiazol-6-yl)phenyl)methyl-d)cyclohexanecarboxamido)phenyl)acrylate CC=1SC2=C(N1)C=CC(=C2)C2=CC=C(C=C2)C(N(C(=O)C2CCCCC2)C=2C=C(C=CC2)/C=C/C(=O)OC)[2H]